tert-butyl 4-(7-(6-(bis(4-methoxybenzyl)amino)-3-(trifluoromethyl)pyridin-2-yl)-6-chloro-2-((5-(hydroxymethyl)-1-methylpyrrolidin-2-yl)methoxy)quinazolin-4-yl)piperazine-1-carboxylate COC1=CC=C(CN(C2=CC=C(C(=N2)C2=C(C=C3C(=NC(=NC3=C2)OCC2N(C(CC2)CO)C)N2CCN(CC2)C(=O)OC(C)(C)C)Cl)C(F)(F)F)CC2=CC=C(C=C2)OC)C=C1